OC[C@]1(O)[C@H](O)[C@H](O)CO1 β-D-erythro-2-Pentulofuranose